C(CC)[N+]1=CC=C(C=C1)N1CCCC1 1-propyl-4-(pyrrolidin-1-yl)pyridinium